5-hydroxy-2-methyl-2-(4-methylpent-3-en-1-yl)-7-pentyl-N-(tetrahydro-2H-pyran-4-yl)-2H-chromen-6-carboxamide OC1=C2C=CC(OC2=CC(=C1C(=O)NC1CCOCC1)CCCCC)(CCC=C(C)C)C